C(C1=CC=CC=C1)OC1[C@H](NC(CCC)=O)[C@@H](OCC2=CC=CC=C2)[C@H](O)[C@H](O1)CO 1,3-di-O-benzyl-2-N-butyryl-D-glucosamine